C1(=CC=CC=C1)N1N=C(C=C1NC(=O)N[C@@H]1CN(C[C@H]1C1=CC=CC=C1)CCOC)C1=CC=CC=C1 1-(1,3-diphenyl-1H-pyrazol-5-yl)-3-(trans-1-(2-methoxyethyl)-4-phenylpyrrolidin-3-yl)urea